(S) and (R)-(4-methylphenyl)(2-pyridyl)methanol methyl-(1S,4R)-4-[[3-(3,5-dichloroanilino)-2-fluoro-2-methoxy-3-oxo-propanoyl]amino]cyclopent-2-ene-1-carboxylate C[C@]1(C=C[C@@H](C1)NC(C(C(=O)NC1=CC(=CC(=C1)Cl)Cl)(OC)F)=O)C(=O)O[C@H](C1=NC=CC=C1)C1=CC=C(C=C1)C |&1:27|